C[C@]1([C@H](C1)C(=O)N1C(OC[C@@H]1C1=CC=CC=C1)=O)C1=CC=CC=C1 (S)-3-((1S,2S)-2-methyl-2-phenylcyclopropane-1-carbonyl)-4-phenyloxazolidin-2-one